1-[2-(3-aminopropyl)-5-chloro-phenyl]-3-[[2-(2,6-dioxo-3-piperidyl)-1-oxo-isoindolin-5-yl]methyl]urea NCCCC1=C(C=C(C=C1)Cl)NC(=O)NCC=1C=C2CN(C(C2=CC1)=O)C1C(NC(CC1)=O)=O